2-(2-Chlorophenyl)thiophene ClC1=C(C=CC=C1)C=1SC=CC1